C(C)(C)(C)OC(C1=CN=C(C=C1)N1N=CC(=C1O)C1=CC=C(C=C1)Cl)=O 6-(4-(4-chlorophenyl)-5-hydroxy-1H-pyrazol-1-yl)nicotinic acid tert-butyl ester